C(C)(C)(C)OC(=O)N1[C@@H]2CN([C@H](C1)C2)S(=O)(=O)Cl (1S,4S)-5-(chlorosulfonyl)-2,5-diazabicyclo[2.2.1]heptane-2-carboxylic acid tert-butyl ester